(1-(6-chloro-4-methoxypyridin-3-yl)ethyl)-1H-pyrazole-4-carboxylic acid ethyl ester C(C)OC(=O)C=1C=NN(C1)C(C)C=1C=NC(=CC1OC)Cl